[4-(aminomethyl)piperidin-1-yl]-[2-ethyl-4-[[3-[1-(2-fluoroethyl)-3-(trifluoromethyl)pyrazol-4-yl]imidazo[1,2-a]pyrazin-8-yl]amino]phenyl]methanone NCC1CCN(CC1)C(=O)C1=C(C=C(C=C1)NC=1C=2N(C=CN1)C(=CN2)C=2C(=NN(C2)CCF)C(F)(F)F)CC